S1C2=C(C=C1)C(=CC=C2)N2CCN(CC2)CCCCOC2=CC=C1C=CC(N(C1=C2)C(CCCCCCCCCCCCCCCCCCC)=O)=O 7-(4-(4-(benzo[b]thiophen-4-yl)piperazin-1-yl)butoxy)-1-icosanoylquinolin-2(1H)-one